O[C@@]1(C2(C(=C3C(=C(C=C3C1=O)C)SC1=CC=C(C=C1)C)C)CC2)C (R)-6'-hydroxy-2',4',6'-trimethyl-3'-(p-tolylthio)spiro[cyclopropane-1,5'-inden]-7'(6'H)-one